4-((1-(5-(3,5-difluorophenyl)-4,5-dihydro-1H-pyrazole-1-carbonyl)azetidin-3-yl)oxy)-5-fluoro-1'-methyl-[2,3'-bipyridin]-2'(1'H)-one FC=1C=C(C=C(C1)F)C1CC=NN1C(=O)N1CC(C1)OC1=CC(=NC=C1F)C=1C(N(C=CC1)C)=O